C(CCC)OC1=CC=C(C=C1)S(=O)(=O)NCCCN1CCN(CC1)C(C)C 4-butoxy-N-(3-(4-isopropylpiperazin-1-yl)propyl)benzenesulfonamide